6-(2-aminoethyl)-N,N-dimethyl-2-naphthamide NCCC=1C=C2C=CC(=CC2=CC1)C(=O)N(C)C